C(C)S(=O)(=O)NCCN(C(OC(C)(C)C)=O)C Tert-butyl (2-(ethylsulfonamido)ethyl)(methyl)carbamate